C1(CC1)[C@@H](C)NC=1N=CC2=C(N1)NC=C2C2=CC=1N(C=C2)N=CC1C(=O)N1CCCCC1 (R)-(5-(2-((1-cyclopropylethyl)amino)-7H-pyrrolo[2,3-d]pyrimidin-5-yl)pyrazolo[1,5-a]pyridin-3-yl)(piperidin-1-yl)methanone